2-((S)-3-((S)-sec-butyl)-7-fluoro-5-(4-methoxyphenyl)-2-oxo-2,3-dihydro-1H-benzo[e][1,4]diazepin-1-yl)acetic acid [C@H](C)(CC)[C@@H]1N=C(C2=C(N(C1=O)CC(=O)O)C=CC(=C2)F)C2=CC=C(C=C2)OC